CNC(C(F)C)=O N-Methyl-2-methyl-2-fluoroacetamide